FC=1C(=NC=CC1)C1(CC(C1)O)C#N 1-(3-fluoropyridin-2-yl)-3-hydroxycyclobutanecarbonitrile